(trans-3'-chloro-5-(4-methylpent-3-en-1-yl)-1,2,3,6-tetrahydro-[1,1'-biphenyl]-2-yl)(2,6-Dihydroxyphenyl)methanone ClC=1C=C(C=CC1)[C@H]1[C@@H](CC=C(C1)CCC=C(C)C)C(=O)C1=C(C=CC=C1O)O